ClC1=C(C=C(C=C1)C1=CN(C(C=C1)=O)C(C)C)C[C@@H](C(=O)NC1=CC(=C(C=C1)C=1N(N=CC1)C)OC)NC(=O)C=1C(=NOC1)C N-[(1S)-1-[[2-chloro-5-(1-isopropyl-6-oxo-3-pyridyl)phenyl]methyl]-2-[3-methoxy-4-(2-methylpyrazol-3-yl)anilino]-2-oxo-ethyl]-3-methyl-isoxazole-4-carboxamide